(2S,3R)-2-[9H-fluoren-9-yl-methoxycarbonyl-(methyl)amino]-3-hydroxybutanoic acid C1=CC=CC=2C3=CC=CC=C3C(C12)COC(=O)N([C@H](C(=O)O)[C@@H](C)O)C